ClC=1C(=NC=C(C(=O)N(C)C2COCC=3NC(C=4C=C(C=CC4C32)F)=O)C1)C(F)(F)F 5-chloro-N-(8-fluoro-6-oxo-1,4,5,6-tetrahydro-2H-pyrano[3,4-c]isoquinolin-1-yl)-N-methyl-6-(trifluoromethyl)nicotinamide